4-(7-fluoro-imidazo[1,2-a]pyridin-3-yl)-7-((5-((S)-3-((R)-1-hydroxy-ethyl)piperidin-1-yl)pyridin-2-yl)amino)isoindolin-1-one FC1=CC=2N(C=C1)C(=CN2)C2=C1CNC(C1=C(C=C2)NC2=NC=C(C=C2)N2C[C@H](CCC2)[C@@H](C)O)=O